N-{(3S,4S)-3-[(2-fluoro[biphenyl]-3-yl)methyl]-2-[2-hydroxy(2H4)propanoyl]-2-azabicyclo[3.1.1]heptan-4-yl}ethanesulfonamide FC1=C(C=CC=C1C[C@@H]1N(C2CC([C@@H]1NS(=O)(=O)CC)C2)C(C(C([2H])([2H])[2H])(O)[2H])=O)C2=CC=CC=C2